3,6-dicyclohexylcarbazole C1(CCCCC1)C=1C=CC=2NC3=CC=C(C=C3C2C1)C1CCCCC1